C(CCCCC)OS(=O)(=O)C1=CC=CC=C1.[Mg] magnesium hexylbenzenesulfonate